C(C)(C)OCCN1C(NC(C2=C1C=CN2COC(N)=O)=O)=S Carbamic acid 1-(2-isopropoxy-ethyl)-4-oxo-2-thioxo-1,2,3,4-tetrahydro-pyrrolo[3,2-d]pyrimidin-5-ylmethyl ester